(4-cyanophenyl)-8a-hydroxy-6-phenyl-5a,7,8,8a-tetrahydro-6H-cyclopenta[4,5]furo[3,2-b]pyridine-7-carboxamide C(#N)C1=CC=C(C=C1)C1=CC=C2C(=N1)C1(C(O2)C(C(C1)C(=O)N)C1=CC=CC=C1)O